BrC1=CC=CC(=C1N)N 6-bromophenylenediamine